N-[2-(4-hydroxyanilino)-3-pyridinyl]-4-methoxybenzenesulfonamide OC1=CC=C(NC2=NC=CC=C2NS(=O)(=O)C2=CC=C(C=C2)OC)C=C1